N1=CN=C(C2=C1NC=C2)N2CCSC(=C2)C2=CN=C(O2)C2=NC=CN=C2 5-(4-(7H-pyrrolo[2,3-d]pyrimidin-4-yl)-3,4-dihydro-2H-1,4-thiazin-6-yl)-2-(pyrazin-2-yl)oxazole